tert-butyl 4-[(3R)-3-piperidyl]piperidine-1-carboxylate N1C[C@H](CCC1)C1CCN(CC1)C(=O)OC(C)(C)C